dodecanoyloxy benzenesulphonate C1(=CC=CC=C1)S(=O)(=O)OOC(CCCCCCCCCCC)=O